N1(CCCC1)C(=O)O[C@H]1C[C@H](CC1)C1=NN(C(=C1)NC(=O)OCC1=CC=CC=C1)C(C)(C)C (1R,3S)-3-(5-(((benzyloxy)carbonyl)amino)-1-(tert-butyl)-1H-pyrazol-3-yl)cyclopentyl pyrrolidine-1-carboxylate